N[C@@H](COC1=CC=C(C=C1)C1=CC=C(C=C1)/C=C/[C@@H](CO)N1C(=NC=C1)[C@H](C)O)CO (S,E)-4-(4'-((R)-2-amino-3-hydroxypropoxy)-[1,1'-biphenyl]-4-yl)-2-(2-((S)-1-hydroxyethyl)-1H-imidazol-1-yl)but-3-en-1-ol